C1N(CCC2=CC=CC=C12)C[C@H](CNC1=NN(C2=C1N=CN=C2NC2=NC=CN=C2)COCC[Si](C)(C)C)O (S)-1-(3,4-Dihydroisoquinolin-2(1H)-yl)-3-((7-(pyrazin-2-ylamino)-1-((2-(trimethylsilyl)ethoxy)methyl)-1H-pyrazolo[4,3-d]pyrimidin-3-yl)amino)propan-2-ol